ClC1=NC(=CC(=N1)C#N)NC1=CC(=C(C=C1)OC)OC 2-chloro-6-[(3,4-dimethoxyphenyl)amino]pyrimidine-4-carbonitrile